C(C)(C)(C)N(C(O)=O)CC(CNCCCCNCC(CN(C(O)=O)C(C)(C)C)C)C.OC1=C(C=CC=2OCCOC21)C(C)=O 1-(5-hydroxy-2,3-dihydrobenzo[b][1,4]dioxin-6-yl)ethanone di-tert-butyl-((butane-1,4-diylbis(azanediyl))bis(2-methylpropane-3,1-diyl))dicarbamate